3-(1,4-Dimethyl-1H-benzo[d][1,2,3]triazol-5-yl)-3-(4-methyl-3-((2-(pyrrolidin-1-ylmethyl)-1H-imidazol-1-yl)methyl)phenyl)propanoic acid, formic acid salt C(=O)O.CN1N=NC2=C1C=CC(=C2C)C(CC(=O)O)C2=CC(=C(C=C2)C)CN2C(=NC=C2)CN2CCCC2